N[C@H]1CN(CCC1)C(=O)C1=NN(C(=C1)C1=CC=C(C#N)C=C1)C1=CC(=CC=C1)Cl (R)-4-(3-(3-Aminopiperidin-1-carbonyl)-1-(3-chlorophenyl)-1H-pyrazol-5-yl)benzonitril